ClC1=NC2=CC=C(C=C2C=C1)C1=NC(=NC=C1F)NC1CCN(CC1)S(=O)(=O)C 4-(2-chloroquinolin-6-yl)-5-fluoro-N-(1-(methylsulfonyl)piperidin-4-yl)pyrimidin-2-amine